imidazole-4-sulfonimidamide N1C=NC(=C1)S(=O)(N)=N